6-chloro-7-(2-fluoro-5-methoxyphenyl)-4-((2S)-2-methyl-4-(2-propenoyl)-1-piperazinyl)-1-(2-(2-propanyl)phenyl)pyrido[2,3-d]pyrimidin-2(1H)-one ClC1=CC2=C(N(C(N=C2N2[C@H](CN(CC2)C(C=C)=O)C)=O)C2=C(C=CC=C2)C(C)C)N=C1C1=C(C=CC(=C1)OC)F